1-methyl-2,4,6-trioxo-hexahydropyrimidine CN1C(NC(CC1=O)=O)=O